1-(benzo[d][1,3]dioxan-5-yl)-2-(1H-imidazol-1-yl)ethan-1-one oxime O1COCC2=C1C=CC=C2C(CN2C=NC=C2)=NO